OS(=O)(=O)C(F)(F)F.OC(C)C1=NC=CN1C 1-hydroxyethyl-3-methylimidazole triflate